[6-[(4-dimethylphosphorylphenyl)methyl]-2-azaspiro[3.3]heptan-2-yl]-[6-[3-(trifluoromethyl)-1,2,4-triazol-1-yl]-2-azaspiro[3.3]heptan-2-yl]methanone CP(=O)(C)C1=CC=C(C=C1)CC1CC2(CN(C2)C(=O)N2CC3(C2)CC(C3)N3N=C(N=C3)C(F)(F)F)C1